FC1=C2C(=C(C=3N=C(NC31)[C@H](C)N(C(OC(C)(C)C)=O)C)F)CC(C2)C=O tert-Butyl N-[(1S)-1-(4,8-difluoro-6-formyl-3,5,6,7-tetrahydrocyclopenta[f]benzimidazol-2-yl)ethyl]-N-methyl-carbamate